Cl.F\C(=C/CN)\CN1C(=NC2=C1C=CC=C2C2=CC(=CC=C2)S(=O)(=O)C)C (Z)-3-fluoro-4-(2-methyl-4-(3-(methylsulfonyl)phenyl)-1H-benzo[d]imidazol-1-yl)but-2-en-1-amine Hydrochloride